OCCCCC[N+](CCC)(CCC)CCC 5-hydroxy-N,N,N-tripropylpentylammonium